methyl 5-(8-(1,3-dimethyl-2-oxo-7-(trifluoromethoxy)-1,2-dihydroquinolin-5-yl)isoquinolin-3-yl)picolinate CN1C(C(=CC2=C(C=C(C=C12)OC(F)(F)F)C=1C=CC=C2C=C(N=CC12)C=1C=CC(=NC1)C(=O)OC)C)=O